ClC1=C(OC=2C(=NC=CC2)OCC(=O)[O-])C=C(C(=C1)F)N1C(N(C(=C(C1=O)C)C(F)(F)F)CC)=O [3-[2-chloro-4-fluoro-5-(1-Ethyl-methyl-6-trifluoromethyl-2,4-dioxo-1,2,3,4-tetrahydropyrimidin-3-yl)phenoxy]-2-pyridyloxy]acetate